N=C1NC=2CCCCC2C(=N1)C(=O)NCC1N(CC2=CC=CC=C2C1)C 2-imino-N-((2-methyl-1,2,3,4-tetrahydroisoquinolin-3-yl)methyl)-1,2,5,6,7,8-hexahydroquinazoline-4-carboxamide